COC1=CC2=C(N=C(S2)C2=C3N=CC(=NC3=CC(=C2)C)OC)C(=C1)COC 6-methoxy-2-(2-methoxy-7-methylquinoxalin-5-yl)-4-(methoxymethyl)benzo[d]thiazole